1-(6-amino-3,5-difluoropyridin-2-yl)-8-chloro-6-fluoro-7-(3-hydroxyazetidin-1-yl)-4-oxo-1,4-dihydroquinoline-3-carboxylic acid NC1=C(C=C(C(=N1)N1C=C(C(C2=CC(=C(C(=C12)Cl)N1CC(C1)O)F)=O)C(=O)O)F)F